N1(CCOCC1)CC(=O)NC=1N=CC2=CC=C(C=C2C1)C1=CN=CS1 2-morpholinyl-N-(6-(thiazol-5-yl)isoquinolin-3-yl)acetamide